4-[[(2S,3R,4S,5R)-3-(3,4-difluoro-2-methoxy-phenyl)-4,5-dimethyl-5-(trifluoromethyl)tetrahydrofuran-2-carbonyl]amino]pyridine-2-carboxamide FC=1C(=C(C=CC1F)[C@@H]1[C@H](O[C@]([C@H]1C)(C(F)(F)F)C)C(=O)NC1=CC(=NC=C1)C(=O)N)OC